C(C)(C)N(C(C)C)CC N,N-diisopropyl-ethyl-Amine